C=1N=CN2C1C1=CC=CC=C1[C@H]2C2(COCCC2)O 3-((s)-5H-imidazo[5,1-a]isoindol-5-yl)tetrahydro-2H-pyran-3-ol